3-chloro-2-ethoxy-5-(2-hydroxy-prop-2-yl)benzonitrile ClC=1C(=C(C#N)C=C(C1)C(C)(C)O)OCC